O=C1NC(CCC1N1C(C2=CC=CC(=C2C1)OCCCCC(=O)N1CCN(CC1)C1=CC=C(N=N1)C(=O)N1CCC(CC1)CCCCNC(\C=C\C=1C=NC=CC1)=O)=O)=O (E)-N-(4-(1-(6-(4-(5-((2-(2,6-dioxopiperidin-3-yl)-1-oxoisoindolin-4-yl)oxy)pentanoyl)piperazin-1-yl)pyridazine-3-carbonyl)piperidin-4-yl)butyl)-3-(pyridin-3-yl)acrylamide